CC(C(=O)OCCC(=C(F)F)F)(C)N1N=CC=C1 3,4,4-trifluorobut-3-en-1-yl 2-methyl-2-(1H-pyrazol-1-yl)propanoate